4-(((4-(3-Chloro-4-methoxyphenyl)bicyclo[2.2.2]octan-1-yl)methyl)(4-(1-isopropyl-1H-pyrazol-4-yl)pyridin-2-yl)carbamoyl)cyclohexyl trans-3-hydroxyazetidine-1-carboxylate OC1CN(C1)C(=O)OC1CCC(CC1)C(N(C1=NC=CC(=C1)C=1C=NN(C1)C(C)C)CC12CCC(CC1)(CC2)C2=CC(=C(C=C2)OC)Cl)=O